5-(2-methoxyphenyl)-1H-pyrazolo[4,3-c]pyridazine-3,6(2H,5H)-dione COC1=C(C=CC=C1)N1N=C2C(=CC1=O)NNC2=O